5-(3-Chloro-2-fluoro-6-(1H-tetrazol-1-yl)phenyl)-2-(1-(4-(4-(cyclopropylcarbamoyl)phenyl)-1H-pyrazol-1-yl)-2-((S*)-tetrahydro-2H-pyran-2-yl)ethyl)pyridine 1-oxide ClC=1C(=C(C(=CC1)N1N=NN=C1)C=1C=CC(=[N+](C1)[O-])C(C[C@H]1OCCCC1)N1N=CC(=C1)C1=CC=C(C=C1)C(NC1CC1)=O)F |o1:21|